N-[(1R)-1-(1-Ethylazetidin-3-yl)ethyl]-8-[4-(trifluoromethyl)phenyl]quinoline-3-carboxamide C(C)N1CC(C1)[C@@H](C)NC(=O)C=1C=NC2=C(C=CC=C2C1)C1=CC=C(C=C1)C(F)(F)F